C(=O)(O)C(O)C(O)C(=O)O.ClC1=CC=C(C=C1)C1=CC=C(N1C1=C(C=CC=C1)C(F)(F)F)C1=CC=C(C(=O)NCCN(C)C)C=C1 4-[5-(4-chlorophenyl)-1-[2-(trifluoromethyl)phenyl]pyrrol-2-yl]-N-[2-(dimethylamino)ethyl]benzamide tartrate salt